NC1=NN2C(C=C(C=C2)C2=CC=C(C(=N2)C(=O)N[C@H](C)C2=C(C=CC(=C2)OC(F)(F)F)F)OC)=N1 (R)-6-(2-amino-[1,2,4]triazolo[1,5-a]pyridin-7-yl)-N-(1-(2-fluoro-5-(trifluoromethoxy)phenyl)ethyl)-3-methoxypyridinecarboxamide